C(CCCC)C(CO)C(C)O 2-pentyl-1,3-butanediol